ClC=1C=C(NC2(CCC3([C@@H](CC4=CC=CC=C34)CCCOC3=C4C=CNC4=CC=C3C)CC2)C(=O)O)C=CC1 (1r,2'R,4R)-4-(3-chloroanilino)-2'-{3-[(5-methyl-1H-indol-4-yl)oxy]propyl}-2',3'-dihydrospiro[cyclohexane-1,1'-indene]-4-carboxylic acid